2-(4-chloro-1-isopropyl-1H-pyrazol-5-yl)-N-(4-(1-ethyl-4-(trifluoromethyl)-1H-imidazol-2-yl)-3-fluorophenyl)-N-methyl-5,6,7,8-tetrahydro-[1,2,4]triazolo[1,5-a]pyridin-8-amine ClC=1C=NN(C1C1=NN2C(C(CCC2)N(C)C2=CC(=C(C=C2)C=2N(C=C(N2)C(F)(F)F)CC)F)=N1)C(C)C